ClC1=C(C(=C(C=C1OC)OC)Cl)C1=CC2=C(N=C(N=C2)SC)C(=N1)C=1C=NN(C1)C1COCC1 6-(2,6-dichloro-3,5-dimethoxyphenyl)-2-(methylthio)-8-(1-(tetrahydrofuran-3-yl)-1H-pyrazol-4-yl)pyrido[3,4-d]pyrimidine